BrC=1C=C(C(=NC1)N1C=NN(C1=O)C\C(\CNC(OC(C)(C)C)=O)=C/F)C tert-butyl (Z)-(2-((4-(5-bromo-3-methylpyridin-2-yl)-5-oxo-4,5-dihydro-1H-1,2,4-triazol-1-yl)methyl)-3-fluoroallyl)carbamate